C1(=C(C=CC=C1)C1=C(C(=CC(=C1)C1=C(C=CC=C1)C)C1=C(C=CC=C1)C)C1=C(C=CC=C1)P(C1=CC=CC=C1)(C(C1=CC=CC=C1)=O)=O)C 2,4,6-tritolylphenyl-benzoyl-diphenyl-phosphine oxide